2-((((3-(3-fluoro-4-((2-methyl-1H-imidazol-1-yl)methyl)phenyl)-5-isobutylthiophen-2-yl)sulfonyl)carbamoyl)oxy)ethyl propionate C(CC)(=O)OCCOC(NS(=O)(=O)C=1SC(=CC1C1=CC(=C(C=C1)CN1C(=NC=C1)C)F)CC(C)C)=O